2-((4-((3,4-Dichlorophenyl)thio)-3-nitrophenyl)sulfonamido)benzoic acid ClC=1C=C(C=CC1Cl)SC1=C(C=C(C=C1)S(=O)(=O)NC1=C(C(=O)O)C=CC=C1)[N+](=O)[O-]